CC1=C(C=CC=C1)N=NC1=CC(=C(C=C1)N)C 2,3'-dimethyl-4'-aminoazobenzene